2-fluoro-7-hydroxy-4-(1-methylcyclopropyl)cyclohepta-2,4,6-trien-1-one FC=1C(C(=CC=C(C1)C1(CC1)C)O)=O